3-[(2-Chloroacetyl)-[[(2S)-2-[[(E)-3-(4-chloro-2-fluoro-phenyl)prop-2-enoyl]amino]-4-methyl-pentanoyl]amino]amino]propanamide ClCC(=O)N(CCC(=O)N)NC([C@H](CC(C)C)NC(\C=C\C1=C(C=C(C=C1)Cl)F)=O)=O